1-(3-(aminomethyl)phenyl)-N-(7-fluoro-1,2,3,4-tetrahydroisoquinolin-6-yl)-3-(trifluoromethyl)-1H-pyrazole-5-carboxamide NCC=1C=C(C=CC1)N1N=C(C=C1C(=O)NC=1C=C2CCNCC2=CC1F)C(F)(F)F